N-(2-(2-hydroxyethoxy)ethyl)-1-methyl-2-((5-(trifluoromethyl)benzo[d]oxazol-2-yl)amino)-1H-benzo[d]imidazole-5-carboxamide OCCOCCNC(=O)C1=CC2=C(N(C(=N2)NC=2OC3=C(N2)C=C(C=C3)C(F)(F)F)C)C=C1